3-{[3-(dimethylamino)propyl](1-methyl-1H-pyrazol-4-yl)sulfamoyl}-1-(1,2,3,5,6,7-hexahydro-s-indacen-4-yl)urea CN(CCCN(S(=O)(=O)NC(NC1=C2CCCC2=CC=2CCCC12)=O)C=1C=NN(C1)C)C